N-((3-(3-((2,6-dioxopiperidin-3-yl)amino)phenyl)-1-methyl-1H-pyrazol-5-yl)methyl)-2-methylpropane-2-sulfinamide O=C1NC(CCC1NC=1C=C(C=CC1)C1=NN(C(=C1)CNS(=O)C(C)(C)C)C)=O